(S)-3-[(S)-2-(Boc-amino)-3-hydroxypropyl]-2-pyrrolidinone C(=O)(OC(C)(C)C)N[C@@H](C[C@H]1C(NCC1)=O)CO